FC=1C(=CC=C2C(=NN(C12)C)N1C(NC(CC1)=O)=O)C1CCNCC1 1-(7-fluoro-1-methyl-6-(piperidin-4-yl)-1H-indazol-3-yl)dihydropyrimidine-2,4(1H,3H)-dione